Methyl 2-[5-[[(3S)-1-(4-isoquinolyl)piperidine-3-carbonyl]-[2-[2-[2-(2-methylsulfonyloxyethoxy)ethoxy]ethoxy]ethyl]amino]-2-oxo-1-pyridyl]acetate C1=NC=C(C2=CC=CC=C12)N1C[C@H](CCC1)C(=O)N(C=1C=CC(N(C1)CC(=O)OC)=O)CCOCCOCCOCCOS(=O)(=O)C